3-ethyl-3-(aminophenyl)-2,6-piperidinedione C(C)C1(C(NC(CC1)=O)=O)C1=C(C=CC=C1)N